(3R,5R)-3-((6-((S)-amino((1r,4S)-4-methylcyclohexyl)methyl)-3-(tetrahydro-2H-pyran-4-yl)imidazo[1,2-b][1,2,4]triazin-2-yl)methyl)-5-(trifluoromethyl)piperidin-2-one N[C@H](C=1N=C2N(N=C(C(=N2)C2CCOCC2)C[C@@H]2C(NC[C@@H](C2)C(F)(F)F)=O)C1)C1CCC(CC1)C